ClC1=C2C(=NC(=NC2=CC=C1C)N)B1OC(C(O1)(C)C)(C)C 5-chloro-6-methyl-4-(4,4,5,5-tetramethyl-1,3,2-dioxaborolan-2-yl)quinazolin-2-amine